(1-(2-fluoro-6-(trifluoromethoxy)phenyl)ethyl)-2-methoxynicotinamide FC1=C(C(=CC=C1)OC(F)(F)F)C(C)C1=NC(=C(C(=O)N)C=C1)OC